C1(=CC=CC=C1)C(=C(CC)C1=CC=CC=C1)C1=CC=C(OCCN(C)C)C=C1 2-[4-(1,2-diphenyl-but-1-enyl)phenoxy]-N,N-dimethyl-ethylamine